3,4-Epoxytetrahydrothiophene-1,1-dioxide S1(CC2C(C1)O2)(=O)=O